2-(2-(dimethylamino)ethoxy)-5-(4-fluorophenyl)oxazole CN(CCOC=1OC(=CN1)C1=CC=C(C=C1)F)C